1-isopropyl-N-(2-(2-methoxypyrimidin-4-yl)-1-methyl-1H-pyrrolo[3,2-c]pyridin-6-yl)-1H-pyrazole-4-carboxamide C(C)(C)N1N=CC(=C1)C(=O)NC1=CC2=C(C=N1)C=C(N2C)C2=NC(=NC=C2)OC